FC1=CC=C(CNCCN2CCCCC2)C=C1 N-(4-Fluorobenzyl)-2-(piperidin-1-yl)ethan-1-amine